FC1=CC=C(C=C2CC(OCC2(C)C)=O)C=C1 4-(4-fluorobenzylidene)-5,5-dimethyltetrahydro-2H-pyran-2-one